N-(3-bromo-4-fluorophenyl)-N'-hydroxy-4-((2-(1,1-dioxo-1,2,5-thiadiazolidin-3-yl)ethyl)amino)-1,2,5-oxadiazole-3-carboxamide BrC=1C=C(C=CC1F)NC(=O)C1=NON=C1NCCC1NS(N(C1)O)(=O)=O